tert-butyl ((1-(2-chloro-4-nitrophenyl)-1H-pyrazol-4-yl)methyl)carbamate ClC1=C(C=CC(=C1)[N+](=O)[O-])N1N=CC(=C1)CNC(OC(C)(C)C)=O